CN1C=2N=C3CCCC3=C(C2C=N1)N methyl-2,4,5-triazatricyclo[7.3.0.03,7]dodeca-1,3(7),5,8-tetraen-8-amine